3-(4-Piperidylmethyl)-1-sulfamoyl-pyrrole-2-carboxylic acid hydrochloride Cl.N1CCC(CC1)CC1=C(N(C=C1)S(N)(=O)=O)C(=O)O